ClC1=NC=C(C(=C1)N[C@H](CCOC1=C(C(=NN1C)C)C1=NC=CC(=N1)N)C)C1=NC=C(C=N1)S(=O)(=O)C (S)-2-(5-(3-((2-chloro-5-(5-(methylsulfonyl)pyrimidin-2-yl)pyridin-4-yl)amino)butoxy)-1,3-dimethyl-1H-pyrazol-4-yl)pyrimidin-4-amine